FC(C1=CC=C(CN2C=CC3=CC=CC(=C23)C(=O)NC2(CC2)C23CC(C2)(C3)C(=O)OC)C=C1)(F)F methyl 3-(1-(1-(4-(trifluoromethyl)benzyl)-1H-indole-7-carboxamido)cyclopropyl)bicyclo[1.1.1]pentane-1-carboxylate